2-[1-[2-(3-Azabicyclo[3.1.1]heptan-3-yl)-6-methyl-4-oxo-chromen-8-yl]ethylamino]benzoic acid C12CN(CC(C1)C2)C=2OC1=C(C=C(C=C1C(C2)=O)C)C(C)NC2=C(C(=O)O)C=CC=C2